(S)-N-(3-(2-aminopropanamido)propyl)-2-ethyl-4-((3-(3-(trifluoromethyl)-1H-pyrazol-4-yl)imidazo[1,2-a]pyrazin-8-yl)amino)benzamide N[C@H](C(=O)NCCCNC(C1=C(C=C(C=C1)NC=1C=2N(C=CN1)C(=CN2)C=2C(=NNC2)C(F)(F)F)CC)=O)C